(S,Z)-1-(1-acryloylpyrrolidin-3-yl)-N'-hydroxy-2-oxo-3-(4-phenoxyphenyl)-2,3-dihydro-1H-imidazo[4,5-c]pyridine-4-carboximidamide C(C=C)(=O)N1C[C@H](CC1)N1C(N(C=2C(=NC=CC21)/C(/N)=N/O)C2=CC=C(C=C2)OC2=CC=CC=C2)=O